FC=1C=C(CN2C(=NC=3C2=NC=CC3)CCC(=O)NCC3=C(C=C(C=C3)OC(F)(F)F)OC)C=CC1F 3-[3-(3,4-Difluoro-benzyl)-3H-imidazo[4,5-b]pyridin-2-yl]-N-(2-methoxy-4-trifluoromethoxy-benzyl)-propionamide